7-bromo-4-(2,6-dioxopiperidin-3-yl)-3,4-dihydro-2H-benzo[b][1,4]oxazin-6-yl sulfurofluoridate S(OC1=CC2=C(OCCN2C2C(NC(CC2)=O)=O)C=C1Br)(=O)(=O)F